FC1=CC=C(C=C1)CC(=O)NC1=NNC(=C1)[C@H]1C[C@H](CC1)N(C([O-])=O)C1CCC(CC1)(C)O (1S,3R)-3-(3-{[(4-fluorophenyl)acetyl]amino}-1H-pyrazol-5-yl)cyclopentyl(trans-4-hydroxy-4-methylcyclohexyl)carbamate